[(2R,3S,7S)-7-(6-tert-butyl-5-methyl-pyrrolo[2,3-b]pyrazin-3-yl)-3-cyclobutyl-azepan-2-yl]methanol C(C)(C)(C)C1=CC=2C(=NC(=CN2)[C@@H]2CCC[C@H]([C@@H](N2)CO)C2CCC2)N1C